C(\C=C\CCCCCCCCCC(=O)O)(=O)O trans-2-tridecene-1,13-dioic acid